C(OC=1C(C=O)=CC=CC1)OC=1C(C=O)=CC=CC1 methylenebissalicylaldehyde